NC1=CC=CC(=N1)S(=O)(=O)NC(=O)C=1C(=NC(=CC1)C1=C(C=C(C=C1)C)F)N1C(C[C@@H](C1)C)(C)C N-[(6-Amino-2-pyridyl)sulfonyl]-6-(2-fluoro-4-methylphenyl)-2-[(4S)-2,2,4-trimethylpyrrolidin-1-yl]pyridin-3-carboxamid